(S)-3-(3',5-dimethoxybiphenyl-3-yl)-3-(3-(4-hydroxy-1,6-dimethyl-2-oxo-1,2-dihydropyridin-3-yl)ureido)propanoic acid COC=1C=C(C=CC1)C1=CC(=CC(=C1)OC)[C@H](CC(=O)O)NC(=O)NC=1C(N(C(=CC1O)C)C)=O